1,3-dihydro-5-hydroxymethyl-2-oxobenzo[c]thiophene OCC1=CC2=C(CS(C2)=O)C=C1